1-(2-tert-butyl-cyclohexyloxy)-2-butanol C(C)(C)(C)C1C(CCCC1)OCC(CC)O